(2R,5S)-1-benzyl-5-ethyl-2-methylpiperazine C(C1=CC=CC=C1)N1[C@@H](CN[C@H](C1)CC)C